FC(C=1C=CC(=NC1C1=C(C=CC=C1)C=C)NS(=O)(=O)C1=CC=CC(=N1)N1C[C@H](CCC1)CC(=O)OCC)(F)F ethyl (R)-2-(1-(6-(N-(5-(trifluoromethyl)-6-(2-vinylphenyl)pyridin-2-yl)sulfamoyl)pyridin-2-yl)piperidin-3-yl)acetate